(3S)-1-[3-[2-(8-Chloro-4-oxochromen-2-yl)-5-(trifluoromethyl)phenoxy]-2-hydroxypropyl]pyrrolidin ClC=1C=CC=C2C(C=C(OC12)C1=C(OCC(CN2CCCC2)O)C=C(C=C1)C(F)(F)F)=O